N4-[2-(azepan-1-yl)phenyl]-N1,N1-dimethylbenzene-1,4-disulfonamide N1(CCCCCC1)C1=C(C=CC=C1)NS(=O)(=O)C1=CC=C(C=C1)S(=O)(=O)N(C)C